4-(2-bromo-4-(2-((2-chloro-4-(trifluoromethyl)phenyl)amino)-2-oxoethyl)-5-ethyl-7-oxo-4,7-dihydro-[1,2,4]triazolo[1,5-a]pyrimidin-6-yl)-1,4-diazepan-1-carboxylic acid tert-butyl ester C(C)(C)(C)OC(=O)N1CCN(CCC1)C1=C(N(C=2N(C1=O)N=C(N2)Br)CC(=O)NC2=C(C=C(C=C2)C(F)(F)F)Cl)CC